C1(CCCC1)C1=NC=2N(C(N(C(C2N1)=O)CCC)=O)CCC 8-Cyclopentyl-1,3-dipropyl-1H-purine-2,6(3H,7H)-dione